5-methyl-4-oxo-7-{3-[(pyridin-2-yl)carbamoyl]azetidin-1-yl}-1-(1,3-thiazol-2-yl)-1,4-dihydro-1,8-naphthyridine-3-carboxylic acid CC1=C2C(C(=CN(C2=NC(=C1)N1CC(C1)C(NC1=NC=CC=C1)=O)C=1SC=CN1)C(=O)O)=O